4-{[(4R)-1-methyl-1H,4H,5H,6H-cyclopenta[d]Imidazol-4-yl]Carbamoyl}-1H-pyrazole-3-carboxylic acid methyl ester COC(=O)C1=NNC=C1C(N[C@@H]1CCC=2N(C=NC21)C)=O